C(C=C)OCC(C(=O)OC(C)CCCCCCCCCCCCC)=C 2-pentadecyl α-allyloxymethylacrylate